C(CCCCCCCCC)N(CCCN)C N-(n-decyl)-N-methyl-trimethylenediamine